8-(5-azaspiro[3.5]non-8-yloxy)-6-(4-fluorophenyl)-N-[(1R)-1-[2-(trifluoromethyl)pyrimidin-5-yl]ethyl]quinazolin-4-amine C1CCC12NCCC(C2)OC=2C=C(C=C1C(=NC=NC21)N[C@H](C)C=2C=NC(=NC2)C(F)(F)F)C2=CC=C(C=C2)F